C(C\C=C/CCCCCCCCCCCCCCCC(=O)O)C(=O)O cis-3-nonadecene-1,19-dicarboxylic acid